C(C=C)OC=1C=C2SC3=NC(=CN3C2=CC1)C(=O)O 10-(Prop-2-en-1-yloxy)-7-thia-2,5-diazatricyclo[6.4.0.02,6]dodeca-1(12),3,5,8,10-pentaene-4-carboxylic acid